BrC1=C(C=CC=C1C(=O)O)C(=O)O Bromobenzene-1,3-dicarboxylic acid